2-((5-chloro-3-(trifluoromethyl)pyridin-2-yl)oxy)ethylamine hydrochloride Cl.ClC=1C=C(C(=NC1)OCCN)C(F)(F)F